5-methyl-4-oxo-1,3,4,5-tetrahydrofuran CC1C(CCO1)=O